Cl.C(CC)N1CCC(CC1)C(=O)O 1-propylpiperidine-4-carboxylic acid hydrochloride